2-(3-chloro-5-fluorophenoxy)-8-fluorobicyclo[4.2.0]octa-1,3,5-trien-7-ol ClC=1C=C(OC2=C3C(C(C3=CC=C2)O)F)C=C(C1)F